1-(phenylpropyl)urea C1(=CC=CC=C1)CCCNC(=O)N